(2-chloro-3-iodophenyl)-2-(difluoromethyl)-1H-imidazole ClC1=C(C=CC=C1I)N1C(=NC=C1)C(F)F